FC(C(F)(F)F)(F)C=1C=C(C=CC1)C=CC(C)=O 4-[3-(1,1,2,2,2-pentafluoroethyl)phenyl]but-3-en-2-one